2-(4-cyclopropyl-6-methoxypyrimidin-5-yl)-8-{[4-(6-fluoro-3-isopropoxypyridin-2-yl)phenyl]methyl}pyrido[2,3-d]pyrimidin-7-one C1(CC1)C1=NC=NC(=C1C=1N=CC2=C(N1)N(C(C=C2)=O)CC2=CC=C(C=C2)C2=NC(=CC=C2OC(C)C)F)OC